NC(CNC(=O)C1CC(C1)C1=C(NC2=C(C=C(C=C12)F)F)C1=CC=C(C=C1)F)=O N-(2-amino-2-oxo-ethyl)-3-[5,7-difluoro-2-(4-fluorophenyl)-1H-indole-3-yl]Cyclobutanecarboxamide